FC(COC1=NN=C(S1)N)(C)C 5-(2-fluoro-2-methylpropoxy)-1,3,4-thiadiazol-2-amine